1-(4-fluorophenyl)pyrrolidine FC1=CC=C(C=C1)N1CCCC1